2-bromo-4''-chloro-3-iodo-1,1':3',1''-terphenyl BrC1=C(C=CC=C1I)C1=CC(=CC=C1)C1=CC=C(C=C1)Cl